1-chloro-N-(2-methoxy-2-methylpropyl)pyrido[3,4-d]pyridazin-4-amine ClC1=C2C(=C(N=N1)NCC(C)(C)OC)C=NC=C2